FC=1C(=NC=C(C1)F)C 3,5-difluoropicoline